BrC=1N=NN(C1C)[C@H]1C[C@H](N(CC1)C(=O)OC(C)(C)C)C1CC1 |r| tert-Butyl (2SR,4RS)-4-(4-bromo-5-methyl-triazol-1-yl)-2-cyclopropyl-piperidine-1-carboxylate